5-(1-([1,1'-biphenyl]-3-yl)ethyl)-3-(4-methyl-3-nitrophenyl)-1,2,4-oxadiazole C1(=CC(=CC=C1)C(C)C1=NC(=NO1)C1=CC(=C(C=C1)C)[N+](=O)[O-])C1=CC=CC=C1